COC=1C=C2C(=NC1C1=C3CC(CC3=CC=C1)O)C(=NN2)C=2C=NC(=CC2)OCCOC 4-(6-methoxy-3-(6-(2-methoxyethoxy)pyridin-3-yl)-1H-pyrazolo[4,3-b]pyridin-5-yl)-2,3-dihydro-1H-inden-2-ol